1-(2,5-dimethylphenyl)-3-(6-(3-hydroxyphenyl)pyridin-2-yl)urea CC1=C(C=C(C=C1)C)NC(=O)NC1=NC(=CC=C1)C1=CC(=CC=C1)O